[Mg].C1(C(=CCCC1)C(=O)O)C(=O)O 2-cyclohexene-1,2-dicarboxylic acid magnesium